ClC=1C(=CC(=C(C1)N1C(C=CC2=CC(=CC=C12)S(=O)(=O)N(CC1=CC=C(C=C1)OC)C1=NOC=C1)=O)OC)CO (P)-1-(5-chloro-4-(hydroxymethyl)-2-methoxyphenyl)-N-(isoxazol-3-yl)-N-(4-methoxybenzyl)-2-oxo-1,2-dihydroquinoline-6-sulfonamide